FC(CC(CO)(C)NC(=O)C=1N(N=C2C=CC(=CC12)OCC=1C(=NC=CC1)C(F)(F)F)C)F N-(4,4-difluoro-1-hydroxy-2-methylbutan-2-yl)-2-methyl-5-{[2-(trifluoromethyl)pyridin-3-yl]methoxy}-2H-indazole-3-carboxamide